CN1CC(C1)N1C2CN(C(C1)C2)C2=NC1=C(N2C(=O)NCCOC2=CC=CC=C2)C=CC=C1 (5-(1-Methylazetidin-3-yl)-2,5-diazabicyclo[2.2.1]heptan-2-yl)-N-(2-phenoxyethyl)-1H-benzo[d]imidazole-1-carboxamide